ClCC=1N=C(OC1)\C=C\C1=CC=C(C=C1)OC(F)(F)F (E)-4-(chloromethyl)-2-(4-(trifluoromethoxy)styryl)oxazole